O1C(=CN=CC=C1)C1=CC=C(C=C1)NC(=O)C1=NNC(=C1Cl)C N-(4-(1,4-oxazepin-2-yl)phenyl)-4-chloro-5-methyl-1H-pyrazole-3-carboxamide